(3S,4R,5R,6S)-1-[6-({2-[4-(methylsulfonyl)phenyl]-1,3-thiazol-4-yl}methoxy)hexyl]-3,4,5,6-azepanetetrol CS(=O)(=O)C1=CC=C(C=C1)C=1SC=C(N1)COCCCCCCN1C[C@@H]([C@H]([C@@H]([C@H](C1)O)O)O)O